COC(NC1=CC(=NC=C1OCCOC)NC(OC(C)(C)C)=O)=O (5-(2-Methoxyethoxy)pyridine-2,4-diyl)dicarbamic acid tert-butyl methyl ester